butylene glycol monobehenate C(CCCCCCCCCCCCCCCCCCCCC)(=O)OCCCCO